6-chloro-2-methoxy-3-(1-methyl-1,2,3-triazol-4-yl)pyridine ClC1=CC=C(C(=N1)OC)C=1N=NN(C1)C